Nε-(2-fluoro-acetyl)-lysine FCC(=O)NCCCC[C@H](N)C(=O)O